4-(tert-butyl)-N-(3'-chloro-4'-methoxy-2-(2-trityl-2H-tetrazol-5-yl)-[1,1'-biphenyl]-4-yl)piperidine-1-carboxamide C(C)(C)(C)C1CCN(CC1)C(=O)NC1=CC(=C(C=C1)C1=CC(=C(C=C1)OC)Cl)C=1N=NN(N1)C(C1=CC=CC=C1)(C1=CC=CC=C1)C1=CC=CC=C1